C1(CCCCC1)C(=O)N cyclohexane-1-carboxamide